OC(=O)C(F)(F)F.N[C@@H]1[C@@H](OCC12CCN(CC2)C2=CC(N(C(=N2)C)C2=C(C(=CC=C2)C(F)(F)F)Cl)=O)C 6-((3S,4S)-4-Amino-3-methyl-2-oxa-8-azaspiro[4.5]decan-8-yl)-3-(Sa)-(2-chloro-3-(trifluoromethyl)phenyl)-2-methylpyrimidin-4(3H)-one TFA salt